N-(p-toluenesulfonylaminocarbonyl)-phenylalanine-methyl ester COC([C@@H](NC(=O)NS(=O)(=O)C1=CC=C(C)C=C1)CC1=CC=CC=C1)=O